3-azido-4,4-dimethyltetrahydrofuran-2-ol N(=[N+]=[N-])C1C(OCC1(C)C)O